CC1(COCC1)C1(NC(=CC=C1NC1COCC1)C=1C=NC=CC1)N 2-(3-methyltetrahydrofuran-3-yl)-6-(3-pyridyl)-N3-tetrahydrofuran-3-ylpyridin-2,3-diamine